2',3',6'-trinitro-4'-(pyridin-2-yl)-[1,1'-biphenyl] [N+](=O)([O-])C1=C(C(=CC(=C1[N+](=O)[O-])C1=NC=CC=C1)[N+](=O)[O-])C1=CC=CC=C1